4-(4-((1R,5S)-8-azabicyclo[3.2.1]octan-3-yl)-8-fluoro-2-(((2R,7aS)-2-fluorotetrahydro-1H-pyrrolizin-7a(5H)-yl)methoxy)quinazolin-7-yl)-5-ethynylnaphthalen-2-ol [C@H]12CC(C[C@H](CC1)N2)C2=NC(=NC1=C(C(=CC=C21)C2=CC(=CC1=CC=CC(=C21)C#C)O)F)OC[C@]21CCCN1C[C@@H](C2)F